8-(3,7-dimethylocta-2,6-dien-1-yl)-2-(4-fluorophenyl)-7-hydroxy-2-(2-oxopropyl)-5-pentyl-4H-benzo[d][1,3]dioxin-4-one CC(=CCC1=C(C=C(C2=C1OC(OC2=O)(CC(C)=O)C2=CC=C(C=C2)F)CCCCC)O)CCC=C(C)C